ClC=1C(=NC=CC1C(=O)N1CCOCC1)NC1=C(C=C(C(=O)OC)C=C1F)C1CC1 methyl 4-{[3-chloro-4-(morpholin-4-carbonyl) pyridin-2-yl] amino}-3-cyclopropyl-5-fluorobenzoate